CC(COCC=1N=NN(N1)C1OCCCC1)=C 5-(((2-methylallyl)oxy)methyl)-2-(tetrahydro-2H-pyran-2-yl)-2H-tetrazole